P(=O)(OC(N)=O)([O-])[O-].[Na+].[Na+] disodium carbamoyl phosphate